C[C@H]1COCCOCCN2N=CC(C3=NNC=4C=CC(O1)=CC34)=C2 (13S)-13-methyl-8,11,14-trioxa-4,5,19,20-tetraazatetracyclo[13.5.2.12,5.018,21]tricosa-1(20),2(23),3,15(22),16,18(21)-hexaene